4-Chloro-2-(1-ethoxyvinyl)-5-methoxypyrimidine ClC1=NC(=NC=C1OC)C(=C)OCC